1-hexyl 3-octyl 2-(6-(decyl(3-hydroxypropyl)amino)hexyl)-2-methylmalonate C(CCCCCCCCC)N(CCCCCCC(C(=O)OCCCCCC)(C(=O)OCCCCCCCC)C)CCCO